C(C(O)C)(=O)O.C(O)CN.C(O)CN.C(O)CN tri-ethanolamine lactate